C(C)(=O)C1=CC=C(S1)C(C)NC(CO[Si](C1=CC=CC=C1)(C1=CC=CC=C1)C(C)(C)C)=O N-(1-(5-acetylthiophen-2-yl)ethyl)-2-((tert-butyldiphenylsilyl)oxy)acetamide